S(=O)(=O)(C1=CC=C(C)C=C1)OCC12CCC(CC1)(CC2)C(=O)OC methyl 4-((tosyloxy)methyl)bicyclo[2.2.2]octane-1-carboxylate